ClC1=C(C=CC(=C1)C#C)CN1CC(C(CC1)(CC#N)N1N=C(C(=C1)C(=O)N)NC(=O)C1CC1)F 1-[1-[(2-chloro-4-ethynyl-phenyl)methyl]-4-(cyanomethyl)-3-fluoro-4-piperidyl]-3-(cyclopropanecarbonylamino)pyrazole-4-carboxamide